((2S,3R,4S,5S)-3-(benzoyloxy)-5-(5-methyl-2,4-dioxo-3,4-dihydropyrimidin-1(2H)-yl)-4-((phenoxycarbonothioyl)oxy)tetrahydrofuran-2-yl)methyl benzoate C(C1=CC=CC=C1)(=O)OC[C@@H]1O[C@@H]([C@H]([C@@H]1OC(C1=CC=CC=C1)=O)OC(=S)OC1=CC=CC=C1)N1C(NC(C(=C1)C)=O)=O